(S)-3-(6-(5-ethyl-1,2,4-oxadiazol-3-yl)-2,3-dihydrobenzofuran-3-yl)-1-(2-hydroxyethyl)-1-methylurea C(C)C1=NC(=NO1)C1=CC2=C([C@@H](CO2)NC(N(C)CCO)=O)C=C1